tri(dimethylamino)aluminum (III) CN(C)[Al](N(C)C)N(C)C